N-(4-(3-amino-1-methyl-6-((7R,8aS)-3-oxooctahydroindolizin-7-yl)-1H-indazol-4-yl)phenyl)-4-ethoxy-1-(4-fluorophenyl)-2-oxo-1,2-dihydropyridine-3-carboxamide NC1=NN(C2=CC(=CC(=C12)C1=CC=C(C=C1)NC(=O)C=1C(N(C=CC1OCC)C1=CC=C(C=C1)F)=O)[C@@H]1CCN2C(CC[C@H]2C1)=O)C